N-[4-[2-chloro-3-(4-methylpiperazin-1-yl)phenoxy]-6-(2-ethoxyphenyl)-5-ethyl-pyrimidin-2-yl]-1H-pyrazole-4-sulfonamide ClC1=C(OC2=NC(=NC(=C2CC)C2=C(C=CC=C2)OCC)NS(=O)(=O)C=2C=NNC2)C=CC=C1N1CCN(CC1)C